O=C1N(C2=C(N1C(=O)OC(C)(C)C)C=CC=C2)CB2OC(C(O2)(C)C)(C)C tert-butyl 2-oxo-3-((4,4,5,5-tetramethyl-1,3,2-dioxaborolan-2-yl) methyl)-2,3-dihydro-1H-benzo[d]imidazole-1-carboxylate